(-)-menthyl (S)-p-toluenesulfinate CC1=CC=C(C=C1)[S@@](=O)OC1CC(CCC1C(C)C)C